FC1=C(C(=O)C2=NNC3=NC=C(C=C32)C3=CC=C(C(=O)OCC)C=C3)C=CC(=C1NS(=O)(=O)C)F ethyl 4-(3-(2,4-difluoro-3-(methylsulfonamido)benzoyl)-1H-pyrazolo[3,4-b]pyridin-5-yl)benzoate